((1r,4r)-4-methylcyclohexyl)acetic acid CC1CCC(CC1)CC(=O)O